2-({[3-(2H-1,3-benzodioxol-5-yl)-1,2,4-oxadiazol-5-yl]methyl}sulfanyl)-4-methylquinoline O1COC2=C1C=CC(=C2)C2=NOC(=N2)CSC2=NC1=CC=CC=C1C(=C2)C